NC1=C(C2=C(S1)CSC21CN(C1)C1=NC(=NC(=N1)N(CC)[C@H](C)C=1C(=NC=CC1)N)OCCN1CCCCC1)C#N 2-amino-1'-[4-[[(1R)-1-(2-amino-3-pyridyl)ethyl]-ethyl-amino]-6-[2-(1-piperidyl)ethoxy]-1,3,5-triazin-2-yl]spiro[6H-thieno[3,4-b]thiophene-4,3'-azetidine]-3-carbonitrile